C(C)(=O)N1CCC(CC1)C1=NN(C=2C=CC=C(C12)C1=C(C=C2C=NN(C2=C1)C)F)CCCCC(=O)O 5-[3-(1-acetylpiperidin-4-yl)-5'-fluoro-1'-methyl-[4,6'-biindazol]-1-yl]pentanoic acid